4-(6,8-dichloro-9,9-dimethyl-9,10-dihydroacridin-3-yl)morpholine ClC=1C=C2NC=3C=C(C=CC3C(C2=C(C1)Cl)(C)C)N1CCOCC1